NC=1C2=C(N=CN1)N(C(=C2Br)C2=C(C=C(C=C2)C=C(C(=O)N)C)F)C (4-(4-amino-5-bromo-7-methyl-7H-pyrrolo[2,3-d]pyrimidin-6-yl)-3-fluorophenyl)methacrylamide